C1(CC1)NC(C1=NC(=C(C=C1)N1CCN(CC1)CC1=CC=C2C(N(C(NC2=C1)=O)CC)=O)C)=O N-cyclopropyl-5-(4-((3-ethyl-2,4-dioxo-1,2,3,4-tetrahydroquinazolin-7-yl)methyl)piperazin-1-yl)-6-methylpicolinamide